tert-Butyl 2-(2-chlorophenyl)-5-oxo-piperazine-1-carboxylate ClC1=C(C=CC=C1)C1N(CC(NC1)=O)C(=O)OC(C)(C)C